N1(N=CC=C1)C1=CC=C(CN(C2=NC=C(C=C2)OCCOCCOCC2=CC=CC=C2)CC2=CC(=CC=C2)OC)C=C1 N-(4-(1H-pyrazol-1-yl)benzyl)-5-(2-(2-(benzyloxy)ethoxy)ethoxy)-N-(3-methoxybenzyl)pyridin-2-amine